C(C=C)(=O)NC=1C=C(C=CC1)N1N=C(C(=C1)C1=CC(=C(C(=O)N)C(=C1)F)F)[N+](=O)[O-] 4-(1-(3-acrylamidophenyl)-3-nitro-1H-pyrazol-4-yl)-2,6-difluorobenzamide